tert-butyl 4-(2-(3,4-dichloro-5-methyl-1H-pyrrole-2-carboxamido)-5-(5-oxo-4,5-dihydro-1,3,4-oxadiazol-2-yl)phenoxy)piperidine-1-carboxylate ClC1=C(NC(=C1Cl)C)C(=O)NC1=C(OC2CCN(CC2)C(=O)OC(C)(C)C)C=C(C=C1)C=1OC(NN1)=O